benzyl (R)-7-((2-((tert-butyldimethylsilyl)oxy)ethyl)sulfonyl)-2-(3-((S)-2,3-dihydroxypropyl)phenyl)-2,6,6-trimethylheptanoate [Si](C)(C)(C(C)(C)C)OCCS(=O)(=O)CC(CCC[C@](C(=O)OCC1=CC=CC=C1)(C)C1=CC(=CC=C1)C[C@@H](CO)O)(C)C